2-(2,4-Dimethoxybenzyl)-6,7-dimethoxy-4-(piperidine-1-carbonyl)isoquinolin-1(2H)-one COC1=C(CN2C(C3=CC(=C(C=C3C(=C2)C(=O)N2CCCCC2)OC)OC)=O)C=CC(=C1)OC